BrC1=C2C=CNC2=C(C=C1)Br 4,7-Dibromo-1H-indole